Cl.ClC1=CC2=C(C=C3N2C(=NN(C3=O)CC(=O)N[C@H]3CNCCC3)C(C)O)S1 2-(2-Chloro-5-(1-hydroxyethyl)-8-oxothieno[2',3':4,5]pyrrolo[1,2-d][1,2,4]triazin-7(8H)-yl)-N-((R)-piperidin-3-yl)acetamid-hydrochlorid